COC1(CCCC1)C(=O)N1C[C@H]2OC3=C([C@@H]1C2)C=NC=C3C#N (2S,5S)-4-(1-methoxycyclopentane-1-carbonyl)-2,3,4,5-tetrahydro-2,5-methanopyrido[3,4-f][1,4]oxazepine-9-carbonitrile